2-(7-((2S,5R)-2,5-diethyl-4-(1-(2-methylimidazo[1,2-b]pyridazin-6-yl)ethyl)piperazin-1-yl)-4-methyl-5-oxo-4,5-dihydro-2H-pyrazolo[4,3-b]pyridin-2-yl)acetonitrile C(C)[C@@H]1N(C[C@H](N(C1)C(C)C=1C=CC=2N(N1)C=C(N2)C)CC)C=2C=1C(N(C(C2)=O)C)=CN(N1)CC#N